BrC1=C(C=C(C(=O)NC2=CC=C(C=C2)Br)C=C1)F 4-bromo-N-(4-bromo-phenyl)-3-fluoro-benzamide